C(C=C)N1N=C(C(C(=C1)C1=CC=C(C=C1)F)=O)C(=O)NC=1C=NC(=NC1)OC1=C(C(=NC=C1)N)Cl 1-allyl-N-(2-((2-amino-3-chloropyridin-4-yl)oxy)pyrimidin-5-yl)-5-(4-fluorophenyl)-4-oxo-1,4-dihydropyridazine-3-carboxamide